C1(CC1)C[C@@H](C=O)NC(OC(C)(C)C)=O tert-butyl N-[(1S)-1-(cyclopropylmethyl)-2-oxo-ethyl]carbamate